C1(CC1)C([C@@H](C(=O)NC1=NC(=C(C=C1)C=1C(=NC=C(C1)C(F)(F)F)C)F)NC(=O)C=1N(N=CC1)C(C)C)C1CC1 N-[(1S)-1-(dicyclopropylmethyl)-2-[[6-fluoro-5-[2-methyl-5-(trifluoromethyl)-3-pyridyl]-2-pyridyl]amino]-2-oxo-ethyl]-2-isopropyl-pyrazole-3-carboxamide